ClC=1C=C(C=CC1)C1=CC=C(C=C1)C(F)(F)F 3-chloro-4'-(trifluoromethyl)biphenyl